NC1=NC2=CC=C(C=C2C=C1C)C(=O)N(CC1=NC=C(C=C1)C(F)(F)F)[C@@H](C)C1=NC=C(C=C1)F 2-amino-N-((1S)-1-(5-fluoro-2-pyridinyl)ethyl)-3-methyl-N-((5-(trifluoromethyl)-2-pyridinyl)methyl)-6-quinolinecarboxamide